(2S)-1-[(2S,4R)-4-hydroxy-2-({(1R)-2-hydroxy-1-[4-(4-methyl-1,3-thiazol-5-yl)phenyl]ethyl}carbamoyl)pyrrolidin-1-yl]-3-methyl-1-oxobutane O[C@@H]1C[C@H](N(C1)C(CC(C)C)=O)C(N[C@@H](CO)C1=CC=C(C=C1)C1=C(N=CS1)C)=O